CS(=O)(=O)OC1CC(C1)OCC1=CC=CC=C1 (3-(benzyloxy) cyclobutyl) methyl-sulfonate